N-(4-hydroxypyridin-3-yl)-2-methoxyacetamide OC1=C(C=NC=C1)NC(COC)=O